FC1=C2C3=C(NC2=C(C=C1F)NC)N=CC(=C3N3C[C@@H]1[C@H](C3)CCN1C)C=1C=C3C(C(=CN(C3=NC1)NC)C(=O)O)=O 6-[5,6-difluoro-8-(methylamino)-4-[cis-1-methyl-2,3,3a,4,6,6a-hexahydropyrrolo[2,3-c]pyrrol-5-yl]-9H-pyrido[2,3-b]indol-3-yl]-1-(methylamino)-4-oxo-1,8-naphthyridine-3-carboxylic acid